C(#N)C=1C(=C(C=C(C1C1=C(C=NN1C)C)F)C)[C@H]1C[C@@H]([C@@H](C=2C=C(C=C(C12)C#N)F)F)F (5R,6S,8R)-8-[3-cyano-5-fluoro-4-(1-methyl-4-methyl-5-pyrazolyl)-2-tolyl]-3,5,6-trifluoro-5,6,7,8-tetrahydro-1-naphthonitrile